N1C(CCC2=CC=CC=C12)C1=C(C=CC=C1)CO (2-(1,2,3,4-tetrahydroquinoline-2-yl)phenyl)methanol